[Si](C)(C)(C(C)(C)C)OC[C@H](COC1=NN(C(=C1[N+](=O)[O-])C)C=1C(=NC(=NC1)C)OC)F (S)-5-(3-(3-((tert-butyldimethylsilyl)oxy)-2-fluoropropoxy)-5-methyl-4-nitro-1H-pyrazol-1-yl)-4-methoxy-2-methylpyrimidine